C(C)C1=C2C(=CC(=CC2=CC=C1F)O)C1=C(C=2N=C(N=C(C2C=N1)N1CCSCC1)OC[C@]12CCCN2C[C@@H](C1)F)F 5-Ethyl-6-fluoro-4-(8-fluoro-2-(((2R,7aS)-2-fluorotetrahydro-1H-pyrrolizin-7a(5H)-yl)methoxy)-4-thiomorpholino-pyrido[4,3-d]pyrimidin-7-yl)naphthalen-2-ol